1-(Benzofuran-5-yl)propan-1-one O1C=CC2=C1C=CC(=C2)C(CC)=O